(1R,5S,6s)-N-[6-(6-cyclopropyl-3-pyridyl)pyridazin-3-yl]-3-(tetrahydropyran-4-ylmethyl)-3-azabicyclo[3.1.0]hexan-6-amine C1(CC1)C1=CC=C(C=N1)C1=CC=C(N=N1)NC1[C@@H]2CN(C[C@H]12)CC1CCOCC1